CNC(=O)N(C1=CC=CC=C1)C1=CC=CC=C1 1-methyl-3,3-diphenylurea